[P].[Ce].C(O)C(CCC)(CCC)CO Dimethylolheptane Cerium phosphorus